NC1=C2C(=NC=N1)N(N=C2I)CCO 2-(4-amino-3-iodo-1H-pyrazolo[3,4-d]pyrimidin-1-yl)ethan-1-ol